[C@H]12CC(C[C@H](CC1)N2)N(C2=CC=C(N=N2)C2=C(C=C(C=C2)C=2OC(=NN2)C)O)C 2-(6-(((1R,3S,5S)-8-azabicyclo[3.2.1]octan-3-yl)(methyl)amino)pyridazin-3-yl)-5-(5-methyl-1,3,4-oxadiazol-2-yl)phenol